FC1=C(C=CC(=C1F)OCCCC)O 2,3-difluoro-4-butoxyphenol